pyrimido[4,5-c]pyridazine N1=NC=CC2=C1N=CN=C2